C(=O)(O)C1=CC(=C(C=C1O)C1=NC=NC(=N1)C1=C(C(=CC(=C1)O)CC(=O)O)O)O 2-(4-Carboxy-2,5-dihydroxyphenyl)-4-(3-carboxymethyl-2,5-dihydroxyphenyl)-1,3,5-triazine